1-(Benzofuran-2-yl-4,5,6,7-d4)ethan-1-one O1C(=CC2=C1C(=C(C(=C2[2H])[2H])[2H])[2H])C(C)=O